(R)-tert-butyl 1-(4-fluorophenyl)-4a-(4-(trifluoromethyl) picolinoyl)-4a,5,7,8-tetrahydro-1H-pyrazolo[3,4-g]isoquinoline-6(4H)-carboxylate FC1=CC=C(C=C1)N1N=CC2=C1C=C1CCN(C[C@]1(C2)C(C2=NC=CC(=C2)C(F)(F)F)=O)C(=O)OC(C)(C)C